Cl.Cl hydrochloric acid, hydrochloride